methoxyphenylacetyl chloride COC(C(=O)Cl)C1=CC=CC=C1